CN1CC(=C(C(=O)O)C=C1)O 1-methyl-3-hydroxyisonicotinic acid